L(-)-pyroglutamic acid N1[C@@H](CCC1=O)C(=O)O